C(C)C1=C(C=C(C=C1)CC(=O)O)CCN[C@@H]([C@H]1CNC2=C(N1)N=CC=C2)C2=CC=CC=C2 2-(4-ethyl-3-(2-(((R)-phenyl((R)-1,2,3,4-tetrahydropyrido[2,3-b]pyrazin-3-yl)methyl)amino)ethyl)phenyl)acetic acid